4-(4-(3-(7-fluoro-5-methyl-1-oxo-1,2-dihydroisoquinolin-3-yl)propyl)piperazin-1-yl)benzonitrile FC1=CC(=C2C=C(NC(C2=C1)=O)CCCN1CCN(CC1)C1=CC=C(C#N)C=C1)C